(S)-4-(difluoromethyl)-4-hydroxy-8-(1H-pyrazol-4-yl)-1,3,4,5-tetrahydro-6H-pyrano[4,3-b]Thieno[3,2-d]Pyridin-6-one FC([C@]1(COCC2=C1NC(C1=C2C=C(S1)C=1C=NNC1)=O)O)F